benzo[c][1,2,5]oxadiazole-4-carbaldehyde N=1ON=C2C1C=CC=C2C=O